5-[Bis(2-hydroxy-3,4,6-trimethylphenyl)methyl]benzene-1,3-diol OC1=C(C(=CC(=C1C)C)C)C(C=1C=C(C=C(C1)O)O)C1=C(C(=C(C=C1C)C)C)O